4-(9-ethyl-6-morpholino-8-(pyridin-4-yl)-9H-purin-2-yl)-2-phenylpyrimidin-5-ol C(C)N1C2=NC(=NC(=C2N=C1C1=CC=NC=C1)N1CCOCC1)C1=NC(=NC=C1O)C1=CC=CC=C1